Methyl 4-chloro-3'-methyl-[1,1'-biphenyl]-3-carboxylate ClC1=C(C=C(C=C1)C1=CC(=CC=C1)C)C(=O)OC